5-Ethoxy-4-methyl-2-oxazolic acid ethyl ester C(C)OC(=O)C=1OC(=C(N1)C)OCC